C(C)OC(=O)C=1N(C=C(C1)C(=O)O)CC1=C(C=C(C=C1)CN1N=CC=C1)[N+](=O)[O-] 1-(4-((1H-pyrazol-1-yl)methyl)-2-nitrobenzyl)-1H-pyrrole-2,4-dicarboxylic acid ethyl ester